5-{2-chloro-5-[(2-methoxy-phenyl)-methyl-carbamoyl]-phenyl}-pyridine-2-carboxylic acid amide ClC1=C(C=C(C=C1)C(N(C)C1=C(C=CC=C1)OC)=O)C=1C=CC(=NC1)C(=O)N